1-(4,6-dimethylpyridin-3-yl)methanamine CC1=C(C=NC(=C1)C)CN